di-n-nonyl-cyclohexane-1,3-dicarboxylic acid C(CCCCCCCC)C1C(CCCC1C(=O)O)(C(=O)O)CCCCCCCCC